N1=CC=C(C=C1)C1=CC=NC=C1 bipyridine-4-yl